4,4'-Dimethoxy-2,2'-dihydroxybenzophenone COC1=CC(=C(C(=O)C2=C(C=C(C=C2)OC)O)C=C1)O